dimethylbutylamine oxide C[N+](CCCC)(C)[O-]